Bis(ethylmethylamino)(3-ethylmethylaminopropylethylamino)aluminum C(C)N(C)[Al](N(CC)CCC(CC)NC)N(CC)C